phenyl-(dimethylamino)phenylboronic acid C1(=CC=CC=C1)C=1C(=C(C=CC1)B(O)O)N(C)C